FC1=C(C(=O)N[C@@H](C(=O)N2CCC3(C(CN(C3=O)C)C3=CC=CC=C3)CC2)C(C)C)C=C(C=C1)C(F)(F)F 2-fluoro-N-((2R)-3-methyl-1-(2-methyl-1-oxo-4-phenyl-2,8-diazaspiro[4.5]decan-8-yl)-1-oxobutan-2-yl)-5-(trifluoromethyl)benzamide